N,N-diethylaminohydroxybenzoyl-n-hexylbenzoate C(C)N(CC)C=1C(=C(C(=C(C(=O)[O-])C1)CCCCCC)C(C1=CC=CC=C1)=O)O